ClC=1C=C2NC(C=3N(C2=C(C1C1=C2C=CN(C2=CC(=C1)C)S(=O)(=O)C)C)C(=NN3)C)(C)C 7-Chloro-1,4,4,9-tetramethyl-8-(6-methyl-1-methylsulfonyl-1H-indol-4-yl)-5H-[1,2,4]triazolo[4,3-a]quinoxaline